C1(CC1)N1N=NC(=C1)[C@]([2H])(C=1C=NC(=CC1)F)NC=1C=C2C(=C(C=NC2=C(C1)OC)C#N)N[C@H](CC)C1=CC=CC=C1 6-(((S)-(1-cyclopropyl-1H-1,2,3-triazol-4-yl)(6-fluoropyridin-3-yl)methyl-d)amino)-8-methoxy-4-(((R)-1-phenylpropyl)amino)quinoline-3-carbonitrile